11-methyl-7,9-dodecadienyl chloride CC(C=CC=CCCCCCCCl)C